P(=O)(O)(O)OC[C@@H]1[C@H]([C@H]([C@@H](O1)N1C(=O)NC(=O)C(=C1)CN=[N+]=[N-])O)O 5-Azidomethyl-uridine-5'-monophosphate